N-(quinolin-8-yl)-[1,2,4]triazolo[4,3-a]pyridine-3-sulfonamide N1=CC=CC2=CC=CC(=C12)NS(=O)(=O)C1=NN=C2N1C=CC=C2